1-(((benzyloxy)carbonyl)amino)-3-((6-bromo-4-(3-iodophenyl)-4-methyl-5-oxohexyl)oxy)-3-methylbutan-2-yl acetate C(C)(=O)OC(CNC(=O)OCC1=CC=CC=C1)C(C)(C)OCCCC(C(CBr)=O)(C)C1=CC(=CC=C1)I